8-amino-1,4,4-trimethyl-4,5-dihydro-1H-pyrazolo[4,3-h]quinazoline-3-carboxylic acid potassium salt [K+].NC1=NC=2C3=C(C(CC2C=N1)(C)C)C(=NN3C)C(=O)[O-]